CC1(OB(OC1(C)C)C1=CC=C(C(=O)N2[C@H](CCC2)C(=O)OC)C=C1)C methyl (2R)-1-[4-(4,4,5,5-tetramethyl-1,3,2-dioxaborolan-2-yl) benzoyl]pyrrolidine-2-carboxylate